CC(C)C=1C=C(C=NC1)C(=O)N 5-propan-2-ylpyridine-3-carboxamide